dodecenic acid CCCCCCCCCC=CC(=O)O